2-(4-chlorophenyl)-3-(trifluoromethyl)naphthalene ClC1=CC=C(C=C1)C1=CC2=CC=CC=C2C=C1C(F)(F)F